C(CCCCCCCCCCCCCCCCCCCCCCCCCCC)(=O)O.OC[C@H](O)[C@@H](O)[C@H](O)[C@H](O)CO sorbitol mono-montanate